CC1=CC(=NN1)NC=1C2=C(N=C(N1)NC1C3CN(CC13)CCC#N)SC=C2 3-(endo-6-((4-((5-methyl-1H-pyrazol-3-yl)amino)thieno[2,3-d]pyrimidin-2-yl)amino)-3-azabicyclo[3.1.0]hexane-3-yl)propionitrile